Racemic-S-(1-(5-(tert-Butyl)-3-((4-methyl-1,2,5-oxadiazol-3-yl)methyl)-3H-[1,2,3]triazolo[4,5-d]pyrimidin-7-yl)pyrrolidin-3-yl) ethanethioate C(C)(S[C@H]1CN(CC1)C=1C2=C(N=C(N1)C(C)(C)C)N(N=N2)CC2=NON=C2C)=O |r|